1-(4-Amino-1H-pyrazol-1-yl)-2-methylpropan-2-ol NC=1C=NN(C1)CC(C)(O)C